(±)-trans-4-(1-((5-methoxy-7-methyl-1H-indol-4-yl)methyl)-4-(oxetan-3-yloxy)piperidin-2-yl)benzoic acid COC=1C(=C2C=CNC2=C(C1)C)CN1[C@H](C[C@@H](CC1)OC1COC1)C1=CC=C(C(=O)O)C=C1 |r|